CN1C(N(C2=C3CNCC3=CC=C21)C2C(NC(CC2)=O)=O)=O 3-(3-methyl-2-oxo-3,6,7,8-tetrahydroimidazo[4,5-e]isoindol-1(2H)-yl)piperidine-2,6-dione